C(C1=CC=CC=C1)C1=NC(=NN1)C(=O)NC1=CC(=CC(=C1)Cl)Cl 5-benzyl-N-(3,5-dichlorophenyl)-1H-1,2,4-triazole-3-carboxamide